2-(2,5-dimethoxy-4-(2,2,2-trifluoroethyl)phenyl)ethan-1-amine COC1=C(C=C(C(=C1)CC(F)(F)F)OC)CCN